ClC=1C=C(C=CC1)C1=NC=CC=C1C=1C=CC=2N(C1)C(=CN2)C(=O)NCCCN2C(CCC2)=O 6-(2-(3-Chlorophenyl)pyridin-3-yl)-N-(3-(2-oxopyrrolidin-1-yl)propyl)imidazo[1,2-a]pyridine-3-carboxamide